5-(1-methanesulfonylcyclopropyl)-N-[3-(2-phenylthiazol-4-yl)-1-bicyclo[1.1.1]pentyl]furan-2-carboxamide CS(=O)(=O)C1(CC1)C1=CC=C(O1)C(=O)NC12CC(C1)(C2)C=2N=C(SC2)C2=CC=CC=C2